CN1C(C=2CCCCC2C=C1)=O 2-methyl-5,6,7,8-tetrahydroisoquinolin-1-one